BrC1=NN(C=C1)CC(F)(F)F 3-Bromo-1-(2,2,2-trifluoroethyl)pyrazole